Br.CN(C1=NN=C(S1)C=1C(=CC2=CC=CC=C2C1)O)C1CC(NC(C1)(C)C)(C)C 3-(5-(Methyl(2,2,6,6-tetramethylpiperidin-4-yl)amino)-1,3,4-thiadiazol-2-yl)naphthalen-2-ol hydrobromide salt